NC1=C2C(=NC=N1)N(N=C2C=2NC1=CC(=CC=C1C2)O)CCCCNC([O-])=O (4-(4-amino-3-(6-hydroxy-1H-indol-2-yl)-1H-pyrazolo[3,4-d]pyrimidin-1-yl)butyl)carbamate